((3-(2-methoxyphenyl)allyl)amino)-3-(4-propylphenoxy)propan-2-ol COC1=C(C=CC=C1)C=CCNCC(COC1=CC=C(C=C1)CCC)O